9-(4-(1-(aminomethyl)cyclobutyl)phenyl)-8-hydroxy-6-methylthiothieno[3,4-c]quinolin-4(5H)-one NCC1(CCC1)C1=CC=C(C=C1)C=1C=2C=3C(C(NC2C(=CC1O)SC)=O)=CSC3